N-(3-fluoro-4-(1H-pyrazol-4-yl)phenyl)-2-(2-(thiazol-2-yl)-1H-indol-6-yl)pyrimidin-4-amine FC=1C=C(C=CC1C=1C=NNC1)NC1=NC(=NC=C1)C1=CC=C2C=C(NC2=C1)C=1SC=CN1